[Li+].COC=1C=NN(C1S(=O)[O-])C1OCCCC1 4-methoxy-1-(tetrahydro-2H-pyran-2-yl)-1H-pyrazole-5-sulfinic acid lithium salt